2-methyl-N-(8-((methyl-d3)amino)-5-(5-((R)-2-methylmorpholino)benzo[d]oxazol-2-yl)-2,7-naphthyridin-3-yl)cyclopropane-1-carboxamide CC1C(C1)C(=O)NC=1N=CC2=C(N=CC(=C2C1)C=1OC2=C(N1)C=C(C=C2)N2C[C@H](OCC2)C)NC([2H])([2H])[2H]